N[C@@H](C)C(=O)N[C@@H](CC(C)C)C(=O)NCC(=O)O alanyl-leucylglycine